tin oxyselenide O=[Se].[Sn]